ClC=1C(=NC2=CC=C(C=C2C1)N1CCCCC1)N1CCN(CC1)C(=O)OC(C)(C)C tert-butyl 4-[3-chloro-6-(1-piperidyl)-2-quinolyl]piperazine-1-carboxylate